CC(C)(CCN1CCNCC1)O 2-methyl-4-piperazin-1-yl-butan-2-ol